6-chloro-1-(1-methylethyl)-1H-pyrazolo[4,3-c]pyridine ClC1=CC2=C(C=N1)C=NN2C(C)C